ClC1=NC=C(C(=N1)OCC12C3C4C5(C3C1C5C24)C=2N(C=C(N2)C(F)(F)F)C)OC 2-Chloro-5-methoxy-4-((4-(1-methyl-4-(trifluoromethyl)-1H-imidazol-2-yl)cuban-1-yl)methoxy)pyrimidine